(3R)-4-amino-N-(1,3-dimethylpyrazol-4-yl)-3-methyl-N-[[6-(trifluoromethyl)imidazo[1,2-a]pyridin-2-yl]methyl]-1,3-dihydrofuro[3,4-c]quinoline-8-carboxamide NC1=NC=2C=CC(=CC2C2=C1[C@H](OC2)C)C(=O)N(CC=2N=C1N(C=C(C=C1)C(F)(F)F)C2)C=2C(=NN(C2)C)C